(S)-2-(2-(cyclopropanesulfonylamino)pyrimidin-4-yl)-N-(5-(6-ethoxypyrazin-2-yl)pyridin-2-yl)-2-fluorobutyramide C1(CC1)S(=O)(=O)NC1=NC=CC(=N1)[C@](C(=O)NC1=NC=C(C=C1)C1=NC(=CN=C1)OCC)(CC)F